C(C1=CC=CC=C1)(=O)ON=C(C(=O)C1=CC=C(C=C1)C=1SC=CC1)CCCCCC N-benzoyloxy-1-(4-thiophenylphenyl)octan-1-one-2-imine